NC1=NC=2N(C=C1C#CCC1CCN(CC1)C1CC(C1)OC1CCNCC1)C=C(N2)C2=C(C=CC=C2)O 2-[7-amino-6-[3-[1-[3-(4-piperidyloxy)cyclobutyl]-4-piperidyl]prop-1-ynyl]imidazo[1,2-a]pyrimidin-2-yl]phenol